arabinosyl phosphate P(=O)(OC1[C@@H](O)[C@H](O)[C@H](O)CO1)([O-])[O-]